F[C@H]1CN(CC1)C1=CC=C(C=N1)C=1SC=2C(=NC=C(C2)N2CCC(CC2)=O)N1 (R)-1-(2-(6-(3-fluoropyrrolidin-1-yl)pyridin-3-yl)thiazolo[4,5-b]pyridin-6-yl)piperidin-4-one